C1=CC=C(C=2OC3=C(C21)C=CC=C3)C3=CC=C(NC2=CC=C(C=C2)C2=CC=CC1=C2SC2=C1C=CC=C2)C=C3 4-(4-dibenzofuranyl)-N-[4-(4-dibenzothiophenyl)phenyl]Aniline